C(C)C1=NC(=C2N1CCN=C2)C=2C=CC=C1C=C(N=CC21)O[Si](C(C)C)(C(C)C)C(C)C 3-ethyl-1-(3-((triisopropylsilyl)oxy)isoquinolin-8-yl)-5,6-dihydroimidazo[1,5-a]pyrazin